methyl 2-(5-methoxy-2-oxopyridin-1(2H)-yl)acetate COC=1C=CC(N(C1)CC(=O)OC)=O